N[C@H]1CN(CCC1)C1=NC=C(C=N1)NC1=CC=C(C=C1)C1=CC2=C(N=CN=C2N2CCOCC2)N1 (R)-2-(3-aminopiperidin-1-yl)-N-(4-(4-morpholino-7H-pyrrolo[2,3-d]pyrimidin-6-yl)phenyl)pyrimidin-5-amine